N-(1-methoxyethyl)butyramide COC(C)NC(CCC)=O